C(#N)C=1C=C(C=CC1)NC(=S)N N-(3-cyanophenyl)thiourea